COC=1C=C(C=CC1OC)C1=CC=NC=2N1N=C(C2)C(=O)N2C[C@@H](N(CC2)C(=O)C=2OC(=CC2)C)C (S)-(7-(3,4-dimethoxy-phenyl)pyrazolo[1,5-a]pyrimidin-2-yl)(3-methyl-4-(5-methylfuran-2-carbonyl)piperazin-1-yl)methanone